3,5-dibromopyridine-4-formaldehyde BrC=1C=NC=C(C1C=O)Br